3-bromo-1-(2,6-dichlorophenyl)-4-[(2,6-difluorobenzyl)oxy]-6-methylpyridin-2(1H)-one BrC=1C(N(C(=CC1OCC1=C(C=CC=C1F)F)C)C1=C(C=CC=C1Cl)Cl)=O